4-((4-(4-(4-(3-amino-6-(2-hydroxyphenyl)pyridazin-4-yl)phenyl)piperidin-1-yl)cyclohexyl)amino)-2-(2,6-dioxopiperidin-3-yl)isoindoline-1,3-dione NC=1N=NC(=CC1C1=CC=C(C=C1)C1CCN(CC1)C1CCC(CC1)NC1=C2C(N(C(C2=CC=C1)=O)C1C(NC(CC1)=O)=O)=O)C1=C(C=CC=C1)O